C1(=CC=CC=C1)[C@@H](CCC)\N=C(\C1=CC=C(C=C1)C(F)(F)F)/C#N (R,Z)-N-(1-phenylbutyl)-4-(trifluoromethyl)benzimidoyl cyanide